2-(4-bromophenylamino)-6-(trifluoromethyl)nicotinonitrile BrC1=CC=C(C=C1)NC1=C(C#N)C=CC(=N1)C(F)(F)F